4-[[5-[3-(dimethylamino)phenyl]-4-methyl-1,2,4-triazol-3-yl]mercapto]benzohydroxamic acid CN(C=1C=C(C=CC1)C=1N(C(=NN1)SC1=CC=C(C(=O)NO)C=C1)C)C